Br.BrCCN 2-bromoethan-1-amine hydrobromide